tert-butyl (2R,6S)-4-[4-cyano-3-[(8-fluoro-2-methyl-imidazo[1,2-a]-pyridin-6-yl)amino]-1-tetrahydropyran-2-yl-indazol-6-yl]-2,6-dimethyl-piperazine-1-carboxylate C(#N)C1=C2C(=NN(C2=CC(=C1)N1C[C@H](N([C@H](C1)C)C(=O)OC(C)(C)C)C)C1OCCCC1)NC=1C=C(C=2N(C1)C=C(N2)C)F